FC1(CC(C1)C=1C=CC(=NC1F)C(NC(=O)C1N(CC(C1)F)C(CC=1C(NC=CC1)=O)=O)C1=CC=CC=C1)F N-{[5-(3,3-difluorocyclobutyl)-6-fluoropyridin-2-yl](phenyl)methyl}-4-fluoro-1-[2-(2-oxo-1,2-dihydropyridin-3-yl)acetyl]pyrrolidine-2-carboxamide